FC=1C(=NC=CC1)C(=O)NC=1C=C2C(=NC1)NC(=C2)C2=CC=CC=C2 3-fluoro-N-(2-phenyl-1H-pyrrolo[2,3-b]pyridin-5-yl)pyridin-2-carboxamide